C(C)(=O)OC[C@@H](COC1=CC=C(C=C1)C(C)(C)C1=CC(=C(C(=C1)Cl)OCCCCl)Cl)OC(C)=O (R)-3-(4-(2-(3,5-dichloro-4-(3-chloropropoxy)phenyl)propan-2-yl)phenoxy)propane-1,2-diyl diacetate